C(#N)C1(CC1)NS(=O)(=O)C=1C=C(C2=C(N(C=N2)C=2SC(=NN2)C(F)F)C1)N1C[C@@H](O[C@H](C1)C)CO |o1:28,30| rel-N-(1-cyanocyclopropyl)-1-(5-(difluoromethyl)-1,3,4-thiadiazol-2-yl)-4-((2R,6S)-2-(hydroxymethyl)-6-methylmorpholino)-1H-benzo[d]imidazole-6-sulfonamide